2-((3-chloro-4-(2-fluoro-4-hydroxy-3-isopropylbenzyl)-5-methylphenyl)thio)acetamide ClC=1C=C(C=C(C1CC1=C(C(=C(C=C1)O)C(C)C)F)C)SCC(=O)N